OC1=C(C2=CC=CC=C2C=C1)C1=C(C(=C(C2=CC=CC=C12)OC)C=O)OC (R)-2'-hydroxy-2-methoxyl-methoxy-1,1'-binaphthyl-3-formaldehyde